2-(((1-(difluoromethyl)-1H-tetrazol-5-yl)methoxy)methyl)-N-(1-methyl-1H-tetrazol-5-yl)-6-(trifluoromethyl)nicotinamide FC(N1N=NN=C1COCC1=C(C(=O)NC2=NN=NN2C)C=CC(=N1)C(F)(F)F)F